CN1N=C(N(C1=O)CC1CCC2(CC2)CC1)CC1=C(C=CC=C1)C(F)(F)F 2-methyl-4-(spiro[2.5]octan-6-ylmethyl)-5-(2-(trifluoromethyl)benzyl)-2,4-dihydro-3H-1,2,4-triazol-3-one